CC1=C(C(=NC=C1)C=1C=NC=CC1)CSC=1NC(C2=C(N1)CCC2)=O 2-(((4-Methyl-2-(pyridine-3-yl)pyridine-3-yl)methyl)thio)-3,5,6,7-tetrahydro-4H-cyclopenta[d]pyrimidin-4-one